(2S,5R)-2-(N-(cyclobutylsulfonyl) carbamimidoyl)-7-oxo-1,6-diazabicyclo[3.2.1]octan-6-yl hydrogen sulfate S(=O)(=O)(ON1[C@@H]2CC[C@H](N(C1=O)C2)C(NS(=O)(=O)C2CCC2)=N)O